2-amino-N-[(1R,3S)-3-{[6-chloro-2-(trifluoromethyl)quinolin-4-yl]amino}cyclohexyl]pyrimidine-5-carboxamide indolizine-7-carboxylate hydrochloride Cl.C=1C=CN2C=CC(=CC12)C(=O)O.NC1=NC=C(C=N1)C(=O)N[C@H]1C[C@H](CCC1)NC1=CC(=NC2=CC=C(C=C12)Cl)C(F)(F)F